CN(C)C(=O)C1=C(C=C(C=C1)NC=O)S(=O)(=O)NC(=O)NC2=NC(=CC(=N2)OC)OC The molecule is a member of the class of benzamides that is N,N-dimethylbenzamide substituted by a formylamino group at position 4 and a [(4,6-dimethoxypyrimidin-2-yl)carbamoyl]sulfamoyl group at position 2. It has a role as a xenobiotic, an environmental contaminant and a herbicide. It is a sulfonamide, a member of pyrimidines, an aromatic ether, a member of ureas and a member of benzamides.